1-(6-fluoropyridin-3-yl)-3-(isoquinolin-4-yl)-2-oxoimidazolidine-4-carbonitrile FC1=CC=C(C=N1)N1C(N(C(C1)C#N)C1=CN=CC2=CC=CC=C12)=O